(3S)-3-(4-chlorophenyl)-3-hydroxy(3-2H)propionitrile ClC1=CC=C(C=C1)[C@@](CC#N)([2H])O